(R)-(4-fluoro-2-(7-(hydroxymethyl)-2-methoxyquinoxalin-5-yl)-7,8-dihydro-[1,4]dioxino[2',3':3,4]benzo[1,2-d]thiazol-7-yl)methyl pyridin-3-ylcarbamate N1=CC(=CC=C1)NC(OC[C@@H]1OC2=C(C3=C(N=C(S3)C3=C4N=CC(=NC4=CC(=C3)CO)OC)C(=C2)F)OC1)=O